N-(4-(cyclopent-1-en-1-yl)-2-(4,4-difluorocyclohexyl)pyridin-3-yl)-2-isopropoxypyrimidine-5-carboxamide C1(=CCCC1)C1=C(C(=NC=C1)C1CCC(CC1)(F)F)NC(=O)C=1C=NC(=NC1)OC(C)C